COC1=NC=2C(=NC=C(C2)C=2C=NC=CC2)N1C(=O)NCCCCC1=CC=CC=C1 2-Methoxy-N-(4-phenylbutyl)-6-(pyridin-3-yl)-3H-imidazo[4,5-b]pyridine-3-carboxamide